CS(=O)(=O)CC(=O)NC1=CC=C(C=C1)O 2-methanesulfonyl-N-(4-hydroxy-phenyl)-acetamide